2,5-dioxopyrrolidin-1-yl-6-(2,5-dioxo-2,5-dihydro-1H-pyrrol-1-yl)hexanoate O=C1N(C(CC1)=O)C(C(=O)[O-])CCCCN1C(C=CC1=O)=O